ClC1=C(C(=CC=C1Cl)OC)C1CC(N(CC1)C(=O)OC(C)(C)C)(C(=O)OC)C 1-tert-butyl 2-methyl 4-(2,3-dichloro-6-methoxyphenyl)-2-methylpiperidine-1,2-dicarboxylate